6-hydroxy-3H-xanthen-3-one OC=1C=C2OC3=CC(C=CC3=CC2=CC1)=O